N-t-butoxycarbonyl-(R)-3-pyrrolidinol C(C)(C)(C)OC(=O)N1C[C@@H](CC1)O